BrC=1C=C2C=CC(=NC2=C(C1)I)OC 6-Bromo-8-iodo-2-methoxyquinoline